FC1=C(C=CC(=C1)C(=O)OC)C1CN(CCC1)C(=O)OCCCC Butyl 3-(2-fluoro-4-(methoxycarbonyl)phenyl)piperidine-1-carboxylate